C1(=CC=CC=C1)C(N1N=NN=C1C1=C(C=CC=C1)C1=CC=C(C=C1)CBr)(C1=CC=CC=C1)C1=CC=CC=C1 N-(triphenylmethyl)-5-(4'-bromomethylbiphenyl-2-yl)tetrazole